C1N(CC2=CC=CC=C12)CC=1OC=C(C(C1)=O)COC1CCN(CC1)S(=O)(=O)C 2-(isoindolin-2-ylmethyl)-5-(((1-(methylsulfonyl)piperidin-4-yl)oxy)methyl)-4H-pyran-4-one